CN1C(=NC(=C1)CO)Br (1-methyl-2-bromo-1H-imidazole-4-yl)methanol